6-(5-(1-((1r,3r,4r,5r)-4-fluoro-1-methyl-8-azabicyclo[3.2.1]oct-6-en-3-yl)vinyl)pyrazin-2-yl)isoquinolin-7-ol F[C@@H]1[C@H](C[C@@]2(C=C[C@H]1N2)C)C(=C)C=2N=CC(=NC2)C=2C=C1C=CN=CC1=CC2O